5-(1-methyl-1H-pyrazol-5-yl)-3-(pyridin-4-yl)thieno[3,2-b]pyridine CN1N=CC=C1C1=CC=C2C(=N1)C(=CS2)C2=CC=NC=C2